(Z)-3-methyl-6-isopropenyl-3,9-decadienylacetate C/C(/CCCC(=O)[O-])=C/CC(CCC=C)C(=C)C